(2-((1r,3r)-3-(methoxymethyl)cyclohexyl)quinolin-6-yl)methanol COC[C@H]1C[C@@H](CCC1)C1=NC2=CC=C(C=C2C=C1)CO